Diisopentyl 7,7'-((4-(2-(4-(2-((3-(bis(2-hydroxy-7-isopropoxy-7-oxoheptyl)amino)propyl)disulfaneyl)ethyl)piperazin-1-yl)ethoxy)-4-oxobutyl)azanediyl)-bis(6-hydroxyheptanoate) OC(CN(CCCSSCCN1CCN(CC1)CCOC(CCCN(CC(CCCCC(=O)OCCC(C)C)O)CC(CCCCC(=O)OCCC(C)C)O)=O)CC(CCCCC(OC(C)C)=O)O)CCCCC(=O)OC(C)C